ClC1=C(C(=CC(=C1)C#N)F)NC=1N(C2=NC(=NC=C2N1)NC1CCC1)C1CCC(CC1)C(=O)N (1s,4s)-4-(8-(2-chloro-4-cyano-6-fluorophenylamino)-2-(cyclobutylamino)-9H-purin-9-yl)cyclohexanecarboxamide